BrC1=C(N(N=C1)C)C=1C=C(C=CC1OCCCN(C)C)NC(=O)NC1=C(C=C(C=C1)Cl)O 1-[3-(4-Bromo-2-methyl-2H-pyrazol-3-yl)-4-(3-dimethylamino-propoxy)-phenyl]-3-(4-chloro-2-hydroxy-phenyl)-urea